2-[[4-(5-ethylpyrimidin-4-yl)piperazin-1-yl]methyl]-5-(2-methoxyethoxy)-3H-1,3-benzodiazole C(C)C=1C(=NC=NC1)N1CCN(CC1)CC=1NC2=C(N1)C=CC(=C2)OCCOC